C1(CC1)C#C[C@@]1(NC(NC2=CC(=C(C=C12)F)CN1N=C(C(=C1)F)OC)=O)C(C)(F)F (S)-4-(cyclopropylethynyl)-4-(1,1-difluoroethyl)-6-fluoro-7-((4-fluoro-3-methoxy-1H-pyrazol-1-yl)methyl)-3,4-dihydroquinazolin-2(1H)-one